2-(((S)-1-(((S)-1,1-bis(3-cyclopropylphenyl)propan-2-yl)amino)-1-oxopropan-2-yl)carbamoyl)-4-methoxypyridin-3-yl butyrate C(CCC)(=O)OC=1C(=NC=CC1OC)C(N[C@H](C(=O)N[C@H](C(C1=CC(=CC=C1)C1CC1)C1=CC(=CC=C1)C1CC1)C)C)=O